N(N)C1=C2N=CN(C2=NC(=N1)N1CCOCC1)C1=NC=C(C#N)C=C1 6-(6-hydrazinyl-2-morpholino-9H-purin-9-yl)nicotinonitrile